C1(=CC=CC=C1)P(C1=CC=CC=C1)C=1C(=C(C2=CC=CC=C2C1)C1=CC=CC2=CC=CC=C12)P(C1=CC=CC=C1)C1=CC=CC=C1 bis(diphenylphosphino)-1,1'-binaphthyl